fluoro-2'-deoxyuridine 5'-triphosphate P(O)(=O)(OP(=O)(O)OP(=O)(O)O)OC[C@@H]1[C@H](C[C@@](O1)(N1C(=O)NC(=O)C=C1)F)O